FC=1C=C(C=CC1)C1(CCCC=2N=C3N(C=C(C=C3)C=3C=NC(=NC3)N3CCOCC3)C21)O 9-(3-fluorophenyl)-2-(2-morpholinylpyrimidin-5-yl)-6,7,8,9-tetrahydrobenzo[4,5]imidazo[1,2-a]pyridin-9-ol